1-(azetidin-1-yl)propan-2-amine N1(CCC1)CC(C)N